Cl.N[C@@H]1C[C@H](CC1)O (1S,3S)-3-aminocyclopentan-1-ol hydrochloride